(3-(4-fluorophenyl)-4-oxo-2-thioxo-1,2,3,4-tetrahydroquinazolin-6-yl)acetamide monobutyrate aluminum [Al+].C(CCC)(=O)[O-].FC1=CC=C(C=C1)N1C(NC2=CC=C(C=C2C1=O)CC(=O)N)=S